N-(2-azaspiro[3.3]heptan-6-ylmethyl)-3-methyl-1,1-dioxo-thietan-3-amine C1NCC12CC(C2)CNC2(CS(C2)(=O)=O)C